N-[[4-(5-amino-4-cyano-1H-pyrazol-3-yl)-2-methyl-phenyl]methyl]-2-methoxy-benzamide NC1=C(C(=NN1)C1=CC(=C(C=C1)CNC(C1=C(C=CC=C1)OC)=O)C)C#N